CCCCCCCCCCCCCCCC/C=C\\OC[C@H](COP(=O)([O-])OC[C@@H](C(=O)[O-])[NH3+])OC(=O)CC/C=C\\C/C=C\\C/C=C\\C/C=C\\C/C=C\\C/C=C\\CC The molecule is a 1-(1Z-alkenyl)-2-acyl-sn-glycero-3-phospho-L-serine(1-) in which the alk-1-enyl and acyl groups are specified as (1Z)-octadecenyl and (4Z,7Z,10Z,13Z,16Z,19Z)-docosahexaenoyl respectively. It is a conjugate base of a 1-(1Z-octadecenyl)-2-(4Z,7Z,10Z,13Z,16Z,19Z-docosahexaenoyl)-sn-glycero-3-phosphoserine.